ClC1=C(C=CC(=C1)Cl)C1=NN=C(O1)O 5-(2,4-dichlorophenyl)-1,3,4-oxadiazol-2-ol